fluorospiro[imidazolidine-4,4'-isochroman]-2,5-dione FC1OCC2(C3=CC=CC=C13)NC(NC2=O)=O